FC1=CC2=C(NC(=N2)C)C=C1 5-fluoro-2-methyl-1H-benzimidazol